CC1=C(CNC=2C=3N(C4=CC(=CC=C4N2)C(=O)O)C=NC3C)C=CC(=C1)C 4-((2,4-dimethylbenzyl)amino)-3-methylimidazo[1,5-a]quinoxaline-8-carboxylic acid